C(C(O)CO)C([C@@H]([C@@H]1C(=C(C(=O)O1)O)O)O)(O)CC(O)CO.NC1=CC=C(OC2CCN(CC2)C(=O)C2CCOCC2)C=C1 (4-(4-Aminophenoxy)piperidin-1-yl)(tetrahydro-2H-pyran-4-yl)methanone Bis-Glyceryl-Ascorbate